2-(2-(prop-2-yn-1-yloxy)ethoxy)ethan-1-amine C(C#C)OCCOCCN